[Si](C)(C)(C)[Si] TMSsilicon